(7aS,10R)-N,N-diethyl-7a,8,9,10-tetrahydro-7H-indolo[7,1-fg][1,7]naphthyridine-10-carboxamide C(C)N(C(=O)[C@H]1CN[C@@H]2CN3C4=C(C2=C1)C=CC=C4C=C3)CC